N-[[6-(2,2-dimethylpropylsulfonyl)-6-azaspiro[2.5]octan-2-yl]methyl]furo[2,3-c]pyridine-2-carboxamide CC(CS(=O)(=O)N1CCC2(C(C2)CNC(=O)C2=CC=3C(=CN=CC3)O2)CC1)(C)C